2-(3,1-biphenyl)-4-carbonylpiperidine C1=CC(=C(C=C1)C(=O)C1NCCCC1)C1=CC=CC=C1